OC1=NC=CC=C1C=1C=NN2C1N=C(C=C2)N2CCN(CC2)C(=O)OC(C)(C)C tert-butyl 4-[3-(2-hydroxy-3-pyridyl)pyrazolo[1,5-a]pyrimidin-5-yl]piperazine-1-carboxylate